OC1=C(C=C(OC2=NC(=NC(=N2)OC2=CC(=C(C(=C2)C(C)(C)C)O)C(C)(C)C)OC2=CC(=C(C(=C2)C(C)(C)C)O)C(C)(C)C)C=C1C(C)(C)C)C(C)(C)C 2,4,6-tris(4-hydroxy-3,5-di-tertbutyl-phenoxy)-1,3,5-triazine